COC1=NC=NC(=C1C1=NC=C2N(C(N(C2=N1)CC1=CC=C(C=C1)C=1N(C=C(N1)C(F)(F)F)C)=N)CC(F)(F)F)OC 2-(4,6-dimethoxypyrimidin-5-yl)-9-[[4-[1-methyl-4-(trifluoromethyl)imidazol-2-yl]phenyl]methyl]-7-(2,2,2-trifluoroethyl)purin-8-imine